C1(CC1)C1=NC=NC(=C1C=1N=C(C2=C(N1)CCN(C2)C(=O)N)NCC21C3C4C5(C3C2C5C14)C=1N(C=C(N1)C(F)(F)F)C(C)C)OC 2-(4-cyclopropyl-6-methoxypyrimidin-5-yl)-4-(((4-(1-isopropyl-4-(trifluoromethyl)-1H-imidazol-2-yl)cuban-1-yl)methyl)amino)-7,8-di-hydropyrido[4,3-d]pyrimidine-6(5H)-carboxamide